6,7-dimethyl-2-((2S)-2-(2-methyl-4-pyridinyl)-4-morpholinyl)-4-(3-(trifluoromethyl)bicyclo[1.1.1]pentan-1-yl)pteridine CC=1N=C2C(=NC(=NC2=NC1C)N1C[C@@H](OCC1)C1=CC(=NC=C1)C)C12CC(C1)(C2)C(F)(F)F